acrylonitrile ethyl-acrylate C(C)OC(C=C)=O.C(C=C)#N